CN(C1CC2(CN(C2)C(=O)OC)C1)C=1C2=C(N=CN1)NC=C2 methyl 6-(methyl(7H-pyrrolo[2,3-d]pyrimidin-4-yl)amino)-2-azaspiro[3.3]heptan-2-carboxylate